2-(5-(8-methoxy-[1,2,4]triazolo[1,5-a]pyridin-6-yl)-4-(2,2,2-trifluoroethyl)-1H-pyrazol-3-yl)-4-methyl-5-(1-(tetrahydro-2H-pyran-4-yl)piperidin-4-yl)thiazole COC=1C=2N(C=C(C1)C1=C(C(=NN1)C=1SC(=C(N1)C)C1CCN(CC1)C1CCOCC1)CC(F)(F)F)N=CN2